C(C)(C)(C)OC(=O)N1[C@H](CCC1)COC1=CC=C(C=C1)C(C)(C)C1=CC=C(C=C1)OCC1=NC(=NC=C1)C(=C)OCC (R)-2-((4-(2-(4-((2-(1-ethoxyvinyl)pyrimidine-4-yl)methoxy)phenyl)propan-2-yl)phenoxy)methyl)pyrrolidine-1-carboxylic acid tert-butyl ester